Cl.Cl.CC=1N=C2N(C=C(N=C2C)C=2C=CC(=C(C2)O)C2=CN=C(N=N2)N2C[C@H](N[C@H](C2)C)C)C1 5-(2,8-dimethylimidazo[1,2-a]pyrazin-6-yl)-2-{3-[(3r,5s)-3,5-dimethylpiperazin-1-yl]-1,2,4-triazin-6-yl}phenol dihydrochloride